2,2,2-trifluoro-N-((3-oxoquinuclidin-2-yl)methyl)acetamide FC(C(=O)NCC1N2CCC(C1=O)CC2)(F)F